tert-butyl (R)-4-(3-(5-cyclopropyl-4,7-difluoro-3,3-dimethyl-2-oxoindolin-1-yl)-2-oxopyrrolidin-1-yl)butanoate C1(CC1)C=1C(=C2C(C(N(C2=C(C1)F)[C@H]1C(N(CC1)CCCC(=O)OC(C)(C)C)=O)=O)(C)C)F